C(CCC)OC(NS(=O)(=O)C=1SC(=CC1C1=CC=C(C=C1)CN1C(=NC=2C1=NC(=CC2C)C)CC)C2=CC=CC=C2)=O.N2(CCNCC2)C2=CN=CC(=N2)C2=CC(=CS2)NC(CCCC)=O N-(5-(6-(piperazin-1-yl)pyrazin-2-yl)thiophen-3-yl)pentanamide Butyl-(3-(4-((2-ethyl-5,7-dimethyl-3H-imidazo[4,5-b]pyridin-3-yl)methyl)phenyl)-5-phenylthiophen-2-yl)sulfonylcarbamate